C(NN)(=O)C1=CC=C(C=C1)C#CC1=CC=C(C=C1)C(NN)=O bis(4-carbazoylphenyl)acetylene